CC=1C=C(C=C(C1)C)S(=O)(=O)NC(COC1=CC2=CC=CC=C2C=C1)=O N-((3,5-Dimethylphenyl)sulfonyl)-2-(naphthalen-2-yloxy)acetamide